2-(2,6-dioxopiperidin-3-yl)-4-((7-hydroxyheptyl)amino)isoindoline-1,3-dione O=C1NC(CCC1N1C(C2=CC=CC(=C2C1=O)NCCCCCCCO)=O)=O